OC=1C(=C(C(=O)C2=CC=C(C=C2)OC(C)(C)C)C=CC1OC(C)C)O dihydroxy-4-isopropoxy-4'-tert-butoxybenzophenone